C1(CC1)C#C[C@@]1(NC(NC2=CC(=C(C=C12)F)CN1N=CC(=C1)C)=O)C(C)(F)F (S)-4-(cyclopropylethynyl)-4-(1,1-difluoroethyl)-6-fluoro-7-((4-methyl-1H-pyrazol-1-yl)methyl)-3,4-dihydroquinazolin-2(1H)-one